(R)-tert-butyl (2-(8-(benzyloxy)-2-oxo-1,2-dihydroquinolin-5-yl)-2-((tert-butyldimethylsilyl)oxy)ethyl)(5-hydroxypentyl)carbamate C(C1=CC=CC=C1)OC=1C=CC(=C2C=CC(NC12)=O)[C@H](CN(C(OC(C)(C)C)=O)CCCCCO)O[Si](C)(C)C(C)(C)C